ClC=1C=CC(=C(C1)CC(=O)NC1=CCN(C=C1)C(C)(C)C#N)O 4-[[2-(5-Chloro-2-hydroxyphenyl)acetyl]amino]-N-(1-cyano-1-methylethyl)pyridin